(E)-methylpentan-2-one CCC(CCC)=O